2,3-dihydropyrimido[4,5-d]pyrimidin-4(1H)-one N1CNC(C=2C1=NC=NC2)=O